2-(3-Nitro-5-trifluoromethylbenzyl)-6,8-dimethoxy-3,4-dihydroisoquinolin-1(2H)-one [N+](=O)([O-])C=1C=C(CN2C(C3=C(C=C(C=C3CC2)OC)OC)=O)C=C(C1)C(F)(F)F